N([C@@H](CCCN)C(=O)O)N[C@@H](C)C(=O)O ornithinoalanine